2-(3-chlorophenyl)-2-methyl-1-phenylpropyl ((S)-3-(3,4-dichlorophenyl)-1-(((S)-1-hydroxy-3-((S)-2-oxopyrrolidin-3-yl)propan-2-yl)amino)-1-oxopropan-2-yl)carbamate ClC=1C=C(C=CC1Cl)C[C@@H](C(=O)N[C@H](CO)C[C@H]1C(NCC1)=O)NC(OC(C(C)(C)C1=CC(=CC=C1)Cl)C1=CC=CC=C1)=O